methyl 4-((3-((4,5-dimethylthiazol-2-yl)carbamoyl)-4-methylphenyl)(4-methoxybenzyl)amino)butanoate CC=1N=C(SC1C)NC(=O)C=1C=C(C=CC1C)N(CCCC(=O)OC)CC1=CC=C(C=C1)OC